O1CCC2=C1C=CC=C2NC(C)=O N-(2,3-Dihydrobenzofuran-4-yl)acetamide